ClC=1C=C(C(=O)OC)C=CC1C1=C(N=C(N1)C1=NC=C(C=C1)F)Cl Methyl 3-chloro-4-[4-chloro-2-(5-fluoro-2-pyridyl)-1H-imidazol-5-yl]benzoate